N-(1-oxo-1-(pyrrolidin-1-yl)propan-2-yl)-4-phenylbutanamide O=C(C(C)NC(CCCC1=CC=CC=C1)=O)N1CCCC1